IC1=NNC2=CC(=C(C=C12)C)C1=NC(=NC=C1)N 4-(3-iodo-5-methyl-1H-indazol-6-yl)pyrimidin-2-amine